FC1=C(CNC(COC2=CC=C3C(=NN(C3=C2)C)C2C(NC(CC2)=O)=O)=O)C=C(C=C1)F N-(2,5-difluorobenzyl)-2-((3-(2,6-dioxopiperidin-3-yl)-1-methyl-1H-indazol-6-yl)oxy)acetamide